dimethylolethaneic acid C(O)C(C(=O)O)CO